ClC1=CC(=C(C=C1)N1C([C@H](N(C(C1)=O)CC1=CC=C(C=C1)C(F)(F)F)C)=O)F (R)-1-(4-chloro-2-fluoro-phenyl)-3-methyl-4-(4-(trifluoromethyl)benzyl)-piperazine-2,5-dione